1,5-diazacarbazole N1=CC=CC=2C3=NC=CC=C3NC12